C1(CCCCC1)C1=CC(=CC(N1)=S)C 6-cyclohexyl-4-methylpyridine-2(1H)-thione